N1CCC(CC1)([2H])NC1=NC(=NC=C1)C#N 4-((piperidin-4-yl-4-d)amino)pyrimidine-2-carbonitrile